FC=1C=C(C=C(C1)N1CCNCC1)C1=CC=C2C(=N1)NC(=N2)CNC(=O)C2=CN(C1=CC=CC=C21)S(=O)(=O)C(C)C N-[[5-(3-fluoro-5-piperazin-1-yl-phenyl)-3H-imidazo[4,5-b]pyridin-2-yl]methyl]-1-isopropylsulfonyl-indole-3-carboxamide